N-(2-(8-oxa-3-azabicyclo[3.2.1]octan-3-yl)pyrimidin-4-yl)-3-(4-methoxyphenyl)isoxazol-5-amine C12CN(CC(CC1)O2)C2=NC=CC(=N2)NC2=CC(=NO2)C2=CC=C(C=C2)OC